5-tert-butyl-1-(5-tert-butyl-[1,1'-biphenyl]-2-yl)-N-(4-tert-butylphenyl)-1H-indol-2-amine C(C)(C)(C)C=1C=C2C=C(N(C2=CC1)C1=C(C=C(C=C1)C(C)(C)C)C1=CC=CC=C1)NC1=CC=C(C=C1)C(C)(C)C